methyl 2-bromo-5-((4-chloro-5-(trifluoromethyl) pyrimidin-2-yl) amino)-3-fluorobenzoate BrC1=C(C(=O)OC)C=C(C=C1F)NC1=NC=C(C(=N1)Cl)C(F)(F)F